NC1CCN(CC1)C1=CC=C(C=C1)C1=CC(=C(C=C1)C)C(=O)N[C@@H](C=1NC2=CC=CC=C2C1)C1=C(C=CC(=C1)F)O (R)-4'-(4-aminopiperidin-1-yl)-N-((5-fluoro-2-hydroxyphenyl)(1H-indol-2-yl)methyl)-4-methyl-[1,1'-biphenyl]-3-carboxamide